3-(3-(3-(4-(1-Aminocyclobutyl)phenyl)-2-(2-aminopyridin-3-yl)-3H-imidazo[4,5-b]pyridin-5-yl)phenyl)-N-(4-((2-(2,6-dioxopiperidin-3-yl)-1,3-dioxoisoindolin-4-yl)amino)butyl)propanamid NC1(CCC1)C1=CC=C(C=C1)N1C(=NC=2C1=NC(=CC2)C=2C=C(C=CC2)CCC(=O)NCCCCNC2=C1C(N(C(C1=CC=C2)=O)C2C(NC(CC2)=O)=O)=O)C=2C(=NC=CC2)N